FC1=CC=2CNCCCC2S1 2-fluoro-5,6,7,8-tetrahydro-4H-thieno[3,2-c]azepine